N-[2-(3,4-dichloro-phenoxy)ethyl]pyridinium ClC=1C=C(OCC[N+]2=CC=CC=C2)C=CC1Cl